7-[2-(3-chloro-2-pyridinyl)-5-(difluoromethoxy)pyrazol-3-yl]-5-methyl-1H-triazolo[4,5-f][3,1]benzoxazin-9-one ClC=1C(=NC=CC1)N1N=C(C=C1C1=NC2=C(C(O1)=O)C1=C(C=C2C)N=NN1)OC(F)F